O=C1NC(CCC1N1C(C2=CC=C(C=C2C1=O)NCCCN1CCN(CC1)CCOC1=CC=C(C=C1)\C(=C(\CC)/C1=CC=CC=C1)\C1=CC=C(C=C1)O)=O)=O (Z)-2-(2,6-Dioxopiperidin-3-yl)-5-((3-(4-(2-(4-(1-(4-hydroxyphenyl)-2-phenylbut-1-en-1-yl)phenoxy)ethyl)piperazin-1-yl)propyl)amino)isoindolin-1,3-dion